[2-chloro-3-(3-hydroxyazetidin-1-yl)phenyl]methanone ClC1=C(C=CC=C1N1CC(C1)O)C=O